N1=CC(=CC=C1)OC(N(C)C)=O pyridin-3-yldimethylcarbamate